Butyrylacetic acid ethyl ester C(C)OC(CC(CCC)=O)=O